CC(C)(C(C)C)NCCCCCN N-(2,3-dimethylbutan-2-yl)pentane-1,5-diamine